FC1=C(C=C(C=C1)OC1=CC=CC=C1)B(O)O 2-FLUORO-5-PHENOXYPHENYLBORONIC ACID